C(CCC)N(CCCNC(CC[C@@H](C)[C@H]1CC[C@H]2[C@@H]3CCC4CCCC[C@]4(C)[C@H]3CC[C@]12C)=O)CCCC N-[3-(dibutylamino)propyl]cholanamide